2-(1H-1,2,3-triazol-1-yl)pyrimidine N1(N=NC=C1)C1=NC=CC=N1